C(C)OCCC(CC(C)(C)C)C 3,5,5-trimethyl-hexyl ethyl ether